2-(3-acetyl-5-nitro-1H-indazol-1-yl)acetic acid C(C)(=O)C1=NN(C2=CC=C(C=C12)[N+](=O)[O-])CC(=O)O